8-t-butoxycarbonyltetracyclo[4.4.0.12,5.17,10]dodec-3-ene C(C)(C)(C)OC(=O)C1C2C3C4C=CC(C3C(C1)C2)C4